3-hexyl-7-methyl-3,4-dihydro-2h-benzo[e][1,2,4]thiadiazine-1,1-dioxide C(CCCCC)C1NS(C2=C(N1)C=CC(=C2)C)(=O)=O